ClC1=NC=CC=C1C(C1(CCN(CC1)C(=O)OC(C)(C)C)C)O tert-Butyl 4-((2-chloropyridin-3-yl)(hydroxy)methyl)-4-methylpiperidine-1-carboxylate